N-[4-(11,12-Didehydrodibenzo[b,f]azocin-5(6H)-yl)-4-oxobutanoyl]glycylglycyl-L-prolyl-N-[(carboxymethoxy)methyl]-L-isoleucinamide C1=CC=CC=2N(CC3=C(C#CC21)C=CC=C3)C(CCC(=O)NCC(=O)NCC(=O)N3[C@@H](CCC3)C(=O)N[C@@H]([C@@H](C)CC)C(=O)NCOCC(=O)O)=O